2-(thieno[3,2-B]thiophen-2-yl)thiazole S1C2=C(C=C1C=1SC=CN1)SC=C2